C(C)(C)(C)C=1C=C(CSCC2=CC(=C(C(=C2)C(C)(C)C)O)C(C)(C)C)C=C(C1O)C(C)(C)C bis-(3,5-di-tert-butyl-4-hydroxybenzyl)sulfide